ClC=1C=C(C=C(C1)Cl)C1(CC(=NO1)C1=CC(=C(C(=O)NCC(=O)O)C=C1)C)C(F)(F)F (4-(5-(3,5-dichlorophenyl)-5-(trifluoro-methyl)-4,5-dihydroisoxazol-3-yl)-2-methylbenzoyl)glycine